3-(methacryloyloxyethyl)-2-trifluoromethyloxetane C(C(=C)C)(=O)OCCC1C(OC1)C(F)(F)F